NC1(CN(CC1)C(=O)C=1C(=NC(=CC1C)C(F)(F)F)C1=C2C(=NC=C1)C=C(S2)CN2C(C1C(C1C2=O)(C)C)=O)C 3-((7-(3-(3-amino-3-methylpyrrolidine-1-carbonyl)-4-methyl-6-(trifluoromethyl)pyridin-2-yl)thieno[3,2-b]pyridin-2-yl)methyl)-6,6-dimethyl-3-azabicyclo[3.1.0]hexane-2,4-dione